dicyclohexyl-(2-phenylphenyl)phosphane C1(CCCCC1)P(C1=C(C=CC=C1)C1=CC=CC=C1)C1CCCCC1